CC1=CC=C(C=C1)S(=O)(=O)O[C@@H](C)CCC1CCC(CC1)OC1=C(C(=CC=C1)Br)C(F)(F)F (S)-4-((1r,4R)-4-(3-bromo-2-(trifluoromethyl)phenoxy)cyclohexyl)butan-2-yl 4-methylbenzenesulfonate